trans-rac-5-(2-aminocyclobutoxy)-N-(5-fluoroquinolin-6-yl)-7-(1-methyl-1H-pyrazol-4-yl)quinazolin-4-amine N[C@H]1[C@@H](CC1)OC1=C2C(=NC=NC2=CC(=C1)C=1C=NN(C1)C)NC=1C(=C2C=CC=NC2=CC1)F |r|